N-benzylsulfonyl-6-[4-[3-fluoro-4-(5-hydroxypyridin-3-yl)benzoyl]piperazin-1-yl]pyridazine C(C1=CC=CC=C1)S(=O)(=O)N1NC=CC=C1N1CCN(CC1)C(C1=CC(=C(C=C1)C=1C=NC=C(C1)O)F)=O